ethyl (E)-3-[2-[[4-[(tert-butoxycarbonylamino)methyl]phenyl]methyl]-4-nitro-pyrazol-3-yl]-2-(cyanomethyl)prop-2-enoate C(C)(C)(C)OC(=O)NCC1=CC=C(C=C1)CN1N=CC(=C1/C=C(/C(=O)OCC)\CC#N)[N+](=O)[O-]